N-(5,6-dichloro-9-(1-(tetrahydro-2H-pyran-2-yl)-1H-pyrazol-4-yl)-2,3-dihydro-1H-pyrrolo[1,2-a]indol-1-yl)propionamide ClC1=C(C=CC=2C(=C3N(C12)CCC3NC(CC)=O)C=3C=NN(C3)C3OCCCC3)Cl